3,4-dimethyloctanoic acid CC(CC(=O)O)C(CCCC)C